3,4-dimethyl-1-pentene CC(C=C)C(C)C